OC1=C(C(=O)C2=CC=CC=C2)C=CC(=C1)OC(C1=CC=CC=C1)=O 2-hydroxy-4-benzoyloxybenzophenone